C1(CCCCC1)[C@H](C)NC1=NC=C(C(=N1)NC1CCC(CC1)CO)C(=O)N 2-((S)-1-cyclohexylethylamino)-4-((1s,4R)-4-(hydroxymethyl)cyclohexylamino)pyrimidine-5-carboxamide